FC(C(=O)O)(F)F.N1=CN=CC2=CC=CC=C12 Quinazoline trifluoroacetate